NC1=NC=NN2C1=C(C(=N2)C2=CC=C(C=C2)NC(C(=C)F)=O)C2=CC(=C(C(=O)NC13CC(C1)C3)C=C2)OC 4-(4-amino-6-(4-(2-fluoroacrylamido)phenyl)pyrazolo[5,1-f][1,2,4]triazin-5-yl)-N-(bicyclo[1.1.1]pentan-1-yl)-2-methoxybenzamide